C1(CCCCCC1)NC(OC1=CC(=C(C=C1)OCC1=CC=CC=C1)C=1C=NC=C(C1)C1=NC=NN1COCC[Si](C)(C)C)=O 4-(benzyloxy)-3-(5-(1-((2-(trimethylsilyl)ethoxy)methyl)-1H-1,2,4-triazol-5-yl)pyridin-3-yl)phenyl cycloheptylcarbamate